COC1=CC(=CC=2CCOC21)C2=NOC(=C2)C2=CC=C(C=C2)C 3-(7-methoxy-2,3-dihydrobenzofuran-5-yl)-5-(4-methylphenyl)isoxazole